7-bromo-4-chloro-6-fluoro-8-iodo-1H-pyrazolo[4,3-c]quinolin BrC=1C(=CC=2C3=C(C(=NC2C1F)Cl)C=NN3)I